8-nitro-1,2,4a,5-tetrahydrobenzo[b]pyrazine [N+](=O)([O-])C=1C=CCC2C1NCC=N2